ClC1=CC=C(C=N1)NC1=NC=CC2=CC(=CC=C12)OCC1(CC1)F N-(6-chloropyridin-3-yl)-6-((1-fluorocyclopropyl)methoxy)isoquinolin-1-amine